tert-butyl N-[(1r,4r)-4-(4-bromobenzenesulfonyl)cyclohexyl]carbamate BrC1=CC=C(C=C1)S(=O)(=O)C1CCC(CC1)NC(OC(C)(C)C)=O